5-(4-(2-(4-(3-(4-chloro-3-(2,2-difluoroethyl)-1H-pyrrolo[2,3-b]pyridin-5-yl)phenyl)-3-oxopiperazin-1-yl)-2-oxoethoxy)piperidin-1-yl)-2-(2,6-dioxopiperidin-3-yl)isoindoline-1,3-dione ClC1=C2C(=NC=C1C=1C=C(C=CC1)N1C(CN(CC1)C(COC1CCN(CC1)C=1C=C3C(N(C(C3=CC1)=O)C1C(NC(CC1)=O)=O)=O)=O)=O)NC=C2CC(F)F